tert-butyl (5-(2-(1-(2-methoxyethyl)-1H-pyrazol-4-yl)pyrazolo[5,1-b]thiazole-7-carboxamido)-6-methylpyridin-3-yl)carbamate COCCN1N=CC(=C1)C1=CN2C(S1)=C(C=N2)C(=O)NC=2C=C(C=NC2C)NC(OC(C)(C)C)=O